tert-butyl (1-(6,7-dichloro-1H-indol-2-yl)-3-hydroxypropan-2-yl)carbamate ClC1=CC=C2C=C(NC2=C1Cl)CC(CO)NC(OC(C)(C)C)=O